OCC1=C(C(=C2N(C(CN(S2(=O)=O)C)C(=O)O)C1=O)C1=CC(=CC=C1)C(F)(F)F)CC1=CC=CC2=CC=CC=C12 7-(hydroxymethyl)-2-methyl-8-(naphthalen-1-ylmethyl)-6-oxo-9-(3-(trifluoromethyl)phenyl)-3,4-dihydro-2H,6H-pyrido[1,2-e][1,2,5]thiadiazine-4-carboxylic acid 1,1-dioxide